PYRROLO[2,3-B]PYRAZINYL-ACRYLAMIDE N1C=2C(=NC=C1C(C(=O)N)=C)N=CC2